(2R,5S)-1-((3-Chloro-4-fluorophenyl)(4-bromophenyl)methyl)-2,5-dimethylpiperazine hydrochloride Cl.ClC=1C=C(C=CC1F)C(N1[C@@H](CN[C@H](C1)C)C)C1=CC=C(C=C1)Br